ClC1=NC(=C(C(=O)O)C=C1)O[C@@H]1CN(CC1)C(=O)OC(C)(C)C 6-chloro-2-[(3S)-1-tert-butoxycarbonylpyrrolidin-3-yl]oxy-nicotinic acid